ClC1=CC=C(S1)C1=C(C=C(C=C1)S(=O)(=O)C)NS(=O)(=O)C=1C=C(C(=O)OC)C=CC1OC methyl 3-(N-(2-(5-chlorothiophen-2-yl)-5-(methylsulfonyl)phenyl)sulfamoyl)-4-methoxybenzoate